NC1=C(C=C(C=N1)C=1C=C2N(N1)CC[C@]21CN(CC1)C(=O)NCC)OCC1=CC(=CC=C1)C |r| (rac)-2'-{6-amino-5-[(3-methylphenyl)methoxy]pyridin-3-yl}-N-ethyl-5',6'-dihydrospiro[pyrrolidine-3,4'-pyrrolo[1,2-b]pyrazole]-1-carboxamide